C(C)(C)(C)OC(=O)N1C=C(C2=CC=C(C=C12)F)CCl 3-(chloromethyl)-6-fluoro-1H-indole-1-carboxylic acid tert-butyl ester